1-(2-Chlorophenyl)-4-(((1-methyl-1H-pyrazol-5-yl)methyl)amino)-7-(trifluoromethyl)pyrido[2,3-d]pyrimidin-2(1H)-one ClC1=C(C=CC=C1)N1C(N=C(C2=C1N=C(C=C2)C(F)(F)F)NCC2=CC=NN2C)=O